(-)-4-chloro-3-hydroxybutanoic acid ethyl ester C(C)OC(CC(CCl)O)=O